(S)-4-(4-(3-bromo-2-methylphenoxy)phenyl)pentanal BrC=1C(=C(OC2=CC=C(C=C2)[C@H](CCC=O)C)C=CC1)C